5-bromopentanoyl-alanine methyl ester COC([C@@H](NC(CCCCBr)=O)C)=O